6-(difluoromethyl)-8-(2-methylphenyl)-N-(5-piperazin-1-ylpyridin-2-yl)pyrido[3,4-d]pyrimidin-2-amine FC(C1=CC2=C(N=C(N=C2)NC2=NC=C(C=C2)N2CCNCC2)C(=N1)C1=C(C=CC=C1)C)F